(6-(tert-butoxycarbonyl)-5,6,7,8-tetrahydro-1,6-naphthyridin-2-yl)phosphinic acid C(C)(C)(C)OC(=O)N1CC=2C=CC(=NC2CC1)P(O)=O